COC1=CC=C(C=C1)\C=C(/C)\[N+](=O)[O-] 1-methoxy-4-[(E)-2-nitroprop-1-enyl]Benzene